C1(CC1)C(=O)NC=1SC=CN1 (cyclopropanecarbonylamino)thiazol